ClC1=CC=C(C=C1)C1=CC(=NC(=N1)C=1C=NC=CC1)N1CCN(CC1)C(C)=O 1-(4-(6-(4-chlorophenyl)-2-(pyridin-3-yl)pyrimidin-4-yl)piperazin-1-yl)ethan-1-one